benzyl (2-(2-((6-((((3aR,4R,6R,6aR)-6-(6-amino-9H-purin-9-yl)-2,2-dimethyltetrahydrofuro[3,4-d][1,3]dioxol-4-yl)methyl)amino)hexyl)oxy)ethoxy)ethyl)carbamate NC1=C2N=CN(C2=NC=N1)[C@@H]1O[C@@H]([C@@H]2[C@H]1OC(O2)(C)C)CNCCCCCCOCCOCCNC(OCC2=CC=CC=C2)=O